[K].C1(CC1)[C@H](C)N1C(C2=C(C=C(C=C2C1)C1=CNC=2N=C(N=C(C21)OC(F)F)NC(C)=O)OC(F)F)=O (S)-N-(5-(2-(1-cyclopropylethyl)-7-(difluoromethoxy)-1-oxoisoindolin-5-yl)-4-(difluoromethoxy)-7H-pyrrolo[2,3-d]pyrimidin-2-yl)acetamide Potassium